Methyl (S)-2-(((6-methyl-2-nitropyridin-3-yl)amino)methyl)morpholine-4-carboxylate CC1=CC=C(C(=N1)[N+](=O)[O-])NC[C@H]1CN(CCO1)C(=O)OC